[K].OC(C(=O)O)C(CO)O 2,3,4-trihydroxybutyric acid potassium